ClC1=C(C(=O)O)C=CC(=C1COCC1OCCC1)S(=O)(=O)C 2-chloro-4-(methylsulfonyl)-3-(((tetrahydrofuran-2-yl)methoxy)methyl)benzoic acid